rubidium trifluoromethanesulfonate FC(S(=O)(=O)[O-])(F)F.[Rb+]